CC=1C=C(C=CC1C)C1=CC=C(C(N1)=O)S(=O)(=O)Cl 6-(3,4-dimethylphenyl)-2-oxo-1,2-dihydropyridine-3-sulfonyl chloride